4-Chloro-7-[(3S*)-3-{6-[4-({4-[4-(2,4-dioxo-1,3-diazinan-1-yl)-1H-indol-1-yl]piperidin-1-yl}methyl)piperidin-1-yl]pyridazin-3-yl}piperidin-1-yl]-1H-indole-3-carbonitrile ClC1=C2C(=CNC2=C(C=C1)N1C[C@H](CCC1)C=1N=NC(=CC1)N1CCC(CC1)CN1CCC(CC1)N1C=CC2=C(C=CC=C12)N1C(NC(CC1)=O)=O)C#N |o1:12|